CC=1C(=C(C=C(C1)C(F)(F)F)O)C=1C=NC=2C(N1)=NN(C2)[C@@H]2COC1(CC2C1)C (s)-3-methyl-2-(2-(1-methyl-2-oxabicyclo[3.1.1]heptan-4-yl)-2H-pyrazolo[3,4-b]pyrazin-6-yl)-5-(trifluoromethyl)phenol